N1CCC2=C(C=CC=C12)CO (2,3-dihydro-1H-indol-4-yl)methanol